(4-Methoxy-phenyl)-carbamic acid 6,6-dimethyl-11-oxo-8-((2R,3R)-2,3,4-trihydroxy-butoxy)-6,11-dihydro-benzo[b]naphtho[2,3-d]furan-3-yl ester CC1(C2=CC(=CC=C2C(C=2C3=C(OC21)C=C(C=C3)OC(NC3=CC=C(C=C3)OC)=O)=O)OC[C@H]([C@@H](CO)O)O)C